C1(CC1)[C@@H](CCCN1C=NC2=CC(=C(C=C2C1=O)F)C1=NC=C(C=N1)C(F)F)NC=1C=NNC(C1C(F)(F)F)=O (R)-3-(4-cyclopropyl-4-((6-oxo-5-(trifluoromethyl)-1,6-dihydropyridazin-4-yl)amino)butyl)-7-(5-(difluoromethyl)pyrimidin-2-yl)-6-fluoroquinazolin-4(3H)-one